O=C1NC(CCC1N1C(C2=CC=C(C=C2C1)NS(=O)(=O)C1=C(C=CC=C1)OC(F)(F)F)=O)=O N-(2-(2,6-dioxo-piperidin-3-yl)-1-oxoisoindolin-5-yl)-2-(trifluoro-methoxy)benzene-sulfonamide